FC=1C=C(C=CC1)N1N=C2C=CC=CC2=C1 2-(3-fluorophenyl)-2H-indazole